((1S,2R)-2-((t-butoxycarbonyl)amino)cyclohexyl)-1H-pyrrole-3-carboxylic acid C(C)(C)(C)OC(=O)N[C@H]1[C@H](CCCC1)N1C=C(C=C1)C(=O)O